C(NC(=O)C=1N=NC=CC1NC1=CC=CC2=C1N(C(C=1C=CC(=NC21)C(F)(F)F)([2H])[2H])C)([2H])([2H])[2H] N-(methyl-d3)-4-((6-methyl-2-(trifluoromethyl)-5,6-dihydrobenzo[h][1,6]naphthyridin-7-yl-5,5-d2)amino)pyridazine-3-carboxamide